(R)-3-(6-(((3R,4R)-1-(5-chloro-4-((1-(3-fluoro-3-methylbutyl)-2-oxoindolin-5-yl)amino)pyrimidin-2-yl)-3-methylpiperidin-4-yl)amino)-1-methyl-1H-indazol-3-yl)piperidine-2,6-dione ClC=1C(=NC(=NC1)N1C[C@H]([C@@H](CC1)NC1=CC=C2C(=NN(C2=C1)C)[C@@H]1C(NC(CC1)=O)=O)C)NC=1C=C2CC(N(C2=CC1)CCC(C)(C)F)=O